C1(=CC=CC=C1)S(=O)(=O)O.NC[C@H](C1=CC(=CC=C1)Cl)NC(=O)C=1N=CN(C1)C1=NC(=NC=C1C)NC1CC(C1)(F)F (S)-N-(2-amino-1-(3-chlorophenyl)ethyl)-1-(2-((3,3-difluorocyclobutyl)amino)-5-methylpyrimidin-4-yl)-1H-imidazole-4-carboxamide benzenesulfonate